CN1CC(C1)(C)[C@@](C=1C=NC=C(C(=N)NO)C1)(C1=CC=C(C=C1)CC(F)(F)F)O 5-{(R)-(1,3-Dimethyl-azetidin-3-yl)-hydroxy-[4-(2,2,2-trifluoro-ethyl)-phenyl]-methyl}-N-hydroxy-nicotinamidine